CC1=NN=C(O1)CC(=O)NC(C(=O)N)C1CCOCC1 ((5-methyl-(1,3,4-oxadiazol-2-yl)acetyl)amino)-2-(tetrahydro-2H-pyran-4-yl)acetamide